BrC=1C(=C2C(=NC1)NC(=N2)C2=CC=C(C=C2)N2CCN(CC2)CC=2OC=CC2)N[C@@H]2CN(CC2)C 6-Bromo-2-{4-[4-(furan-2-ylmethyl)piperazin-1-yl]phenyl}-N-[(3S)-1-methylpyrrolidin-3-yl]-3H-imidazo[4,5-b]pyridin-7-amine